F[C@H]1CN(C[C@@H]1OC=1C=NC(=CC1)C(NC)=O)C(=O)OC(C)(C)C tert-butyl (3S,4S)-3-fluoro-4-{[6-(methylcarbamoyl)pyridin-3-yl]oxy}pyrrolidine-1-carboxylate